[5-[[1-[2-(aminomethyl)-3,3-difluoro-allyl]-5-oxo-1,2,4-triazol-4-yl]methyl]-3-thienyl]-1,4-dihydro-3,1-benzoxazin-2-one trifluoroacetate FC(C(=O)O)(F)F.NCC(CN1N=CN(C1=O)CC1=CC(=CS1)N1C(OCC2=C1C=CC=C2)=O)=C(F)F